3-(2-Boronoethyl)-2-hydroxy-6-{[1-(4H-1,2,4-triazole-3-sulfonyl)azetidin-3-yl]oxy}benzoic acid B(O)(O)CCC=1C(=C(C(=O)O)C(=CC1)OC1CN(C1)S(=O)(=O)C1=NN=CN1)O